ethyl 4-hydroxy-3-methoxy-benzoate OC1=C(C=C(C(=O)OCC)C=C1)OC